O[C@H]1C[C@@H](CCC1)NC1=C2C(=C(N=N1)C1=C(C=C(C=C1)C(F)(F)F)O)C=NC=C2 2-[1-[[(1r,3r)-3-hydroxycyclohexyl]amino]pyrido[3,4-d]pyridazin-4-yl]-5-(trifluoromethyl)phenol